Tert-butyl (2-chloro-6-((4-(N,N-dimethylsulfamoyl)phenyl)sulfonamido)phenyl)(methyl)carbamate ClC1=C(C(=CC=C1)NS(=O)(=O)C1=CC=C(C=C1)S(N(C)C)(=O)=O)N(C(OC(C)(C)C)=O)C